3-(3,5-dichloro-7-{[(furan-2-yl)methyl]amino}thieno[3,2-b]pyridin-2-yl)-N-phenyl-D-alaninamide hydrochloride Cl.ClC1=C(SC=2C1=NC(=CC2NCC=2OC=CC2)Cl)C[C@@H](N)C(=O)NC2=CC=CC=C2